2-((5-(2-((R)-6-(((R)-3-amino-2-methyl-3-oxopropyl)(methyl)amino)-2-methylhex-3-yl)-2,6-diazaspiro[3.4]oct-6-yl)-1,2,4-triazin-6-yl)oxy)-5-fluoro-N,N-diisopropylbenzamide fumarate C(\C=C\C(=O)O)(=O)O.NC([C@@H](CN(CCC[C@H](C(C)C)N1CC2(C1)CN(CC2)C=2N=CN=NC2OC2=C(C(=O)N(C(C)C)C(C)C)C=C(C=C2)F)C)C)=O